C(#N)C=1C(=NC(=NC1)NC)C1=C(N=C(S1)NC(=O)NC1=CC(=C(C=C1)CN1CCN(CC1)CC)C(F)(F)F)C 1-(5-(5-cyano-2-(methylamino)pyrimidin-4-yl)-4-methylthiazol-2-yl)-3-(4-((4-ethylpiperazin-1-yl)methyl)-3-(trifluoromethyl)phenyl)urea